P(O)(=S)(S)O[C@H]1C[C@@H](O[C@@H]1CO)N1C=NC=2C(=O)NC(N)=NC12 2'-deoxyguanosine-3'-phosphorodithioate